NC=1C=C(C(=NC1)C=1CCN(CC1)C(=O)OC(C)(C)C)F tert-butyl 4-(5-amino-3-fluoro-2-pyridyl)-3,6-dihydro-2H-pyridine-1-carboxylate